CN(C(OC(C)(C)C)=O)C1=NC=C(C=C1)CN1C(=NC2=C1C=CC=C2)C2=NON=C2C tert-butyl N-methyl-N-[5-[[2-(4-methyl-1,2,5-oxadiazol-3-yl)benzimidazol-1-yl]methyl]pyridin-2-yl]carbamate